CC(CNC(OC(C)(C)C)=O)(CN(S(=O)(=O)C1=C(C=CC=C1)[N+](=O)[O-])C)C tert-butyl (2,2-dimethyl-3-(N-methyl-2-nitrophenylsulfonamido)propyl)carbamate